ClC1=CC=C(C=C1)C(CCC(=O)OC)(C)C methyl 4-(4-chlorophenyl)-4-methylpentanoate